3-chloro-N-(3-(3-cyanoquinoxaline-6-carbonyl)-2,4-difluorophenyl)benzamide ClC=1C=C(C(=O)NC2=C(C(=C(C=C2)F)C(=O)C=2C=C3N=C(C=NC3=CC2)C#N)F)C=CC1